trifluoromethyl-1H-pyrazole-4-carboxylic acid FC(F)(F)N1N=CC(=C1)C(=O)O